C(C)(C)(C)OC(=O)N(C(C(=O)O)CC1=CC=C(C=C1)C(F)(F)F)CC 2-[tert-butoxycarbonyl(ethyl)amino]-3-[4-(trifluoromethyl)phenyl]propanoic acid